N[C@@H]1CN(CC[C@H]1C1=CC(=CC=C1)Cl)C(=O)C=1C=2N(C=CC1)C=NC2 ((3S,4S)-3-amino-4-(3-chlorophenyl)piperidin-1-yl)(imidazo[1,5-a]pyridin-8-yl)methanone